(S)-4-chloro-N-cyclobutyl-1-oxo-3-(1-((5-oxo-5,8-dihydropyrido[2,3-d]pyrimidin-4-yl)amino)ethyl)-2-phenyl-1,2-dihydroisoquinoline-8-carboxamide ClC1=C(N(C(C2=C(C=CC=C12)C(=O)NC1CCC1)=O)C1=CC=CC=C1)[C@H](C)NC=1C2=C(N=CN1)NC=CC2=O